[3-(3,4-Dihydro-2H-quinolin-1-yl)-propyl]-furan-2-ylmethyl-amine N1(CCCC2=CC=CC=C12)CCCNCC=1OC=CC1